methyl 3-amino-6-chloropicolinate NC=1C(=NC(=CC1)Cl)C(=O)OC